C1C(CC12CCOCC2)O 7-Oxaspiro[3.5]nonan-2-ol